C1(CC1)N1N=CC(=C1)[C@@H]1O[C@@H](CN(C1)C1=CC2=C(N=C(N(C2=O)C)C)C(=N1)C1=C(C#N)C=C(C=C1)F)C 2-(6-((2S,6R)-2-(1-cyclopropyl-1H-pyrazol-4-yl)-6-methylmorpholino)-2,3-dimethyl-4-oxo-3,4-dihydropyrido[3,4-d]pyrimidin-8-yl)-5-fluorobenzonitrile